CC1=C(C=NN1)C1=CC=2N=C(NC(C2S1)=O)[C@H]1N([C@@H]2CC[C@H]1C2)C(=O)OC(C)(C)C tert-butyl (1R,3S,4S)-3-[6-(5-methyl-1H-pyrazol-4-yl)-4-oxo-3,4-dihydrothieno[3,2-d]pyrimidin-2-yl]-2-azabicyclo[2.2.1]heptane-2-carboxylate